tert-butyl N-(2-[4-[3-amino-6-(2-hydroxyphenyl)pyridazin-4-yl]piperazin-1-yl]ethyl)carbamate NC=1N=NC(=CC1N1CCN(CC1)CCNC(OC(C)(C)C)=O)C1=C(C=CC=C1)O